5-{[(5-Chlorothiophen-2-yl)methyl]sulfanyl}-1-(furan-3-carbonyl)-3-[3-methyl-4-oxo-1-(pyrrolidin-1-carbonyl)azetidin-2-yl]-1H-pyrazol-4-carbonitril ClC1=CC=C(S1)CSC1=C(C(=NN1C(=O)C1=COC=C1)C1N(C(C1C)=O)C(=O)N1CCCC1)C#N